tert-butyl (R)-(1-(3-bromo-5-(hydroxymethyl)-1H-pyrazol-1-yl)-7-((tert-butyldiphenylsilyl)oxy)heptan-2-yl)carbamate BrC1=NN(C(=C1)CO)C[C@@H](CCCCCO[Si](C1=CC=CC=C1)(C1=CC=CC=C1)C(C)(C)C)NC(OC(C)(C)C)=O